pentafluorophenyl 6-[1-(2,6-dioxopiperidin-3-yl)-3-methyl-2-oxo-2,3-dihydro-1H-benzimidazol-5-yl]hexanoate O=C1NC(CCC1N1C(N(C2=C1C=CC(=C2)CCCCCC(=O)OC2=C(C(=C(C(=C2F)F)F)F)F)C)=O)=O